ClC1=NC2=CC=CC=C2C(=C1N)NCC1=CC(=CC=C1)CN1CCN(CC1)C 2-chloro-N4-(3-((4-methylpiperazin-1-yl)methyl)benzyl)quinoline-3,4-diamine